C1(CC1)OC1=NC(=CC2=C1N(C=N2)C(C)C)C2=CC=C1C(=C2)N(C(C12CCN(CC2)C(=O)OC(C)(C)C)=O)C2CC(C2)N2CCCCC2 tert-butyl 6-[4-cyclopropoxy-3-(propan-2-yl)-3H-imidazo[4,5-c]pyridin-6-yl]-2-oxo-1-[(1s,3s)-3-(piperidin-1-yl)cyclobutyl]-1,2-dihydrospiro[indole-3,4'-piperidine]-1'-carboxylate